4-{2-chloro-6-methyl-7-oxo-1H-pyrrolo[2,3-c]pyridin-4-yl}-5-phenyl-1H-pyridin-2-one ClC1=CC2=C(C(N(C=C2C2=CC(NC=C2C2=CC=CC=C2)=O)C)=O)N1